4-(1-methyl-1H-indol-4-yl)-7-((5-(piperazin-1-yl)pyridin-2-yl)amino)-2,3-dihydro-1H-pyrrolo[3,4-c]pyridin-1-one CN1C=CC2=C(C=CC=C12)C1=NC=C(C2=C1CNC2=O)NC2=NC=C(C=C2)N2CCNCC2